4-(((3R,4R)-1-(2-cyanoacetyl)-4-methylpiperidin-3-yl)(methyl)amino)-7H-pyrrolo[2,3-d]pyrimidine-7-carbohydrazide hydrochloride Cl.C(#N)CC(=O)N1C[C@@H]([C@@H](CC1)C)N(C=1C2=C(N=CN1)N(C=C2)C(=O)NN)C